4-(8-fluoro-6-vinylquinazolin-2-yl)cyclohexan-1-ol FC=1C=C(C=C2C=NC(=NC12)C1CCC(CC1)O)C=C